ClC1=C(C(=O)C2C(CCCC2=O)=O)C=CC(=C1CN1C(OC(=N1)C)=O)S(=O)(=O)C 2-{2-chloro-3-[(5-methyl-2-oxo-1,3,4-oxadiazol-3(2H)yl)methyl]-4-methylsulfonylbenzoyl}-1,3-cyclohexanedione